C(C)(C)(C)OC(=O)N[C@@H](C(C)C)C(=O)N[C@@H](C(C)C)C(=O)ON1C(C2=CC=CC=C2C1=O)=O 1,3-dioxoisoindolin-2-yl (tert-butoxycarbonyl)-L-valyl-L-valinate